FC(OC1=CC=C(C=C1)NC=1SC2=C(N1)CC[C@@]1([C@H]3CC[C@]4([C@H]([C@@H]3CCC12)CCC4=O)C)C)(F)F (5aR,5bS,7aS,10aS,10bR)-2-((4-trifluoromethoxyphenyl)amino)-5a,7a-dimethyl-4,5,5a,5b,6,7,7a,9,10,10a,10b,11,12,12a-tetradecahydro-8H-cyclopenta[7,8]phenanthro[2,1-d]thiazol-8-one